ClC=1C=CC(=NC1)C1COC2=C(O1)C=CC=C2C2=CCC(OC2)CC2=NC1=C(N2C[C@H]2OCC2)C=C(C=C1)C(=O)O 2-((5-(2-(5-chloropyridin-2-yl)-2,3-dihydrobenzo[b][1,4]dioxin-5-yl)-3,6-dihydro-2H-pyran-2-yl)methyl)-1-(((S)-oxetan-2-yl)methyl)-1H-benzo[d]imidazole-6-carboxylic acid